5-[6-ethyl-2-(oxan-4-yloxy)pyrimidin-4-yl]-1,3-thiazol-2-amine C(C)C1=CC(=NC(=N1)OC1CCOCC1)C1=CN=C(S1)N